1,3,2-Dioxaborolane O1BOCC1